methyl-1-(4-nitropyridin-2-yl)piperidin-4-ol CC1N(CCC(C1)O)C1=NC=CC(=C1)[N+](=O)[O-]